CN1N=C2N(C3=CC=C(C=C3C2=C1)C(=O)OCC)CC1=CC(=CC=C1)C(F)(F)F ethyl 2-methyl-8-{[3-(trifluoromethyl) phenyl] methyl}-2H,8H-pyrazolo[3,4-b]indole-5-carboxylate